(1S,3R,4S)-2-((5-chloropyridin-3-yl)-D-alanyl)-N-((S)-1-cyano-2-((R)-2-oxopiperidin-3-yl)ethyl)-5,5-difluoro-2-azabicyclo[2.2.2]octane-3-carboxamide ClC=1C=C(C=NC1)N[C@H](C)C(=O)N1[C@@H]2CC([C@H]([C@@H]1C(=O)N[C@@H](C[C@@H]1C(NCCC1)=O)C#N)CC2)(F)F